O1C(CCCC1)N1N=C(C=C1)B(O)O (1-(tetrahydro-2H-pyran-2-yl)-1H-pyrazol-3-yl)boronic acid